(3S,4S)-1-cyclohexyl-4-{[5-(2,4-difluoro-phenyl)-isoxazole-3-carbonyl]-amino}-piperidine-3-carboxylic acid [1-(5-fluoro-pyridin-2-yl)-cyclopropyl]-amide FC=1C=CC(=NC1)C1(CC1)NC(=O)[C@H]1CN(CC[C@@H]1NC(=O)C1=NOC(=C1)C1=C(C=C(C=C1)F)F)C1CCCCC1